2-(4-hydroxy-5-methoxy-2-oxo-1H-1,6-naphthyridin-3-yl)propanoic acid OC1=C(C(NC2=CC=NC(=C12)OC)=O)C(C(=O)O)C